COC=1C=C2C(=CNC2=CC1)\C=C\[N+](=O)[O-] (E)-5-methoxy-3-(2-nitrovinyl)-1H-indole